COC1=C(C=C(C=C1)C)[N+]#[C-] 2-METHOXY-5-METHYLPHENYLISOCYANIDE